FC(C=1C=C(C=C(C1)C(F)(F)F)C(C(C)N(C(C)C)CC1=C(C=CC(=C1)C(F)(F)F)C1=CC(=C(C=C1OC)C)OCCCCC(=O)O)O)(F)F 5-((2'-(((1-(3,5-bis(trifluoromethyl)phenyl)-1-hydroxypropan-2-yl)(isopropyl)amino)methyl)-6-Methoxy-4-methyl-4'-(trifluoromethyl)-[1,1'-biphenyl]-3-yl)oxy)pentanoic acid